(1S)-1-[4-(2,2,2-Trifluoroethoxy)phenyl]ethan-1-aminium chloride [Cl-].FC(COC1=CC=C(C=C1)[C@H](C)[NH3+])(F)F